COC(COCC1CCN(CC1)C(=O)[O-])=O 4-((2-Methoxy-2-oxoethoxy)methyl)piperidine-1-carboxylate